N[C@H]1[C@H]([C@H](CCC1)F)C1=C(C2=NC(=CC(=C2S1)NCC=1SC=CC1)Cl)Br 2-((1r,2r,6s)-2-amino-6-fluorocyclohexyl)-3-bromo-5-chloro-N-(thiophen-2-ylmethyl)thieno[3,2-b]pyridin-7-amine